(Z)-5-(5-(4,4-difluoropiperidine-1-carbonyl)-1H-pyrrolo[2,3-b]pyridin-1-yl)-N'-hydroxypyridinecarboxamidine FC1(CCN(CC1)C(=O)C=1C=C2C(=NC1)N(C=C2)C=2C=CC(=NC2)/C(=N/O)/N)F